(1R)-1-(3-chlorophenyl)-2-[trans-3-[(4-methanesulfonylphenoxy)methyl]-4-methylpyrrolidin-1-yl]ethan-1-ol ClC=1C=C(C=CC1)[C@H](CN1C[C@H]([C@@H](C1)C)COC1=CC=C(C=C1)S(=O)(=O)C)O